8-methyl-1,2,3,4-tetrahydroisoquinoline CC=1C=CC=C2CCNCC12